thiooleic acid C(CCCCCCC\C=C/CCCCCCCC)(=S)O